FC=1C(=CC(=C(C#N)C1)N1CCC2(CC2)CC1)I 5-fluoro-4-iodo-2-(6-azaspiro[2.5]oct-6-yl)benzonitrile